silver tritide [Ag][3H]